O-((6aS,8R,9R,9aS)-8-(6-benzamido-9H-purin-9-yl)-2,2,4,4-tetraisopropyltetrahydro-6H-furo[3,2-f][1,3,5,2,4]trioxadisilocin-9-yl) O-(p-tolyl) carbonothioate C(O[C@H]1[C@@H](O[C@@H]2[C@@H]1O[Si](O[Si](OC2)(C(C)C)C(C)C)(C(C)C)C(C)C)N2C1=NC=NC(=C1N=C2)NC(C2=CC=CC=C2)=O)(OC2=CC=C(C=C2)C)=S